2-((4-cyanobenzyl)thio)-4-ethyl-6-(4-methyl-1,4-diazepan-1-yl)pyridine C(#N)C1=CC=C(CSC2=NC(=CC(=C2)CC)N2CCN(CCC2)C)C=C1